1,3,5-tris(3-isocyanatomethylphenyl)-1,3,5-triazine-2,4,6(1H,2H,5H)-trione N(=C=O)CC=1C=C(C=CC1)N1C(N(C(N(C1=O)C1=CC(=CC=C1)CN=C=O)=O)C1=CC(=CC=C1)CN=C=O)=O